1-(4-((1R,2S)-2-cyclohexyl-6-methoxy-1,2,3,4-tetrahydronaphthalen-1-yl)-3-fluorophenyl)-4-(dimethoxymethyl)piperidine C1(CCCCC1)[C@H]1[C@H](C2=CC=C(C=C2CC1)OC)C1=C(C=C(C=C1)N1CCC(CC1)C(OC)OC)F